2-(3,5-dichloro-phenyl)benzo[d]oxazole-6-carbonyl chloride ClC=1C=C(C=C(C1)Cl)C=1OC2=C(N1)C=CC(=C2)C(=O)Cl